NC1=C(C=C(C=N1)NC(C(=O)N1[C@H](CC[C@@H](C1)C)C1=CC(=C(C=C1)F)F)=O)C N-(6-amino-5-methyl-3-pyridyl)-2-[(2R,5S)-2-(3,4-difluorophenyl)-5-methyl-1-piperidyl]-2-oxo-acetamide